N-(4-(5-(2,2-diethyl-4-oxochroman-6-yl)-1,2,4-oxadiazol-3-yl)pyridin-2-yl)acetamide C(C)C1(OC2=CC=C(C=C2C(C1)=O)C1=NC(=NO1)C1=CC(=NC=C1)NC(C)=O)CC